C(C1=CC=CC=C1)OC1=CC(=NC(=C1)NCCC[C@@H]1CNC(C1)(C)C)S(=O)(=O)C1=C(C(=NC(=C1)N1N=C(C=C1)OCCC1C2(C13CC3)CC2)Cl)C(=O)N [[4-Benzyloxy-6-[3-[(3S)-5,5-dimethylpyrrolidin-3-yl]propylamino]-2-pyridyl]sulfonyl]-2-chloro-6-[3-(2-dispiro[2.0.2.1]heptan-7-ylethoxy)pyrazol-1-yl]pyridine-3-carboxamide